tert-butyl 4-(1H-indazol-5-yl)-3,6-dihydropyridine-1(2H)-carboxylate N1N=CC2=CC(=CC=C12)C=1CCN(CC1)C(=O)OC(C)(C)C